glycerol mono-oleate C(CCCCCCC\C=C/CCCCCCCC)(=O)OCC(O)CO